C(C)(C)[Si](F)(C(C)C)C(C)C triisopropyl-fluorosilane